C1S(CC2=C1C=CC=C2)(=O)=O 1,3-dihydro-2-benzothiophene 2,2-dioxide